FC(S(=O)(=O)OC1=CC=C(C=C1)C=1C=NC(=CC1)C(F)(F)F)(F)F [4-[6-(trifluoromethyl)-3-pyridyl]phenyl] trifluoromethanesulfonate